BrC1=CC=C2C(=CNC2=C1C1=NC=CC=N1)S(=O)(=O)NC1=NC(=C(C(=N1)OC)CC(F)F)OC 6-bromo-N-[5-(2,2-difluoroethyl)-4,6-dimethoxy-pyrimidin-2-yl]-7-(2-pyrimidinyl)-1H-indole-3-sulfonic acid amide